3,4,5-trifluorophenyl-magnesium bromide FC=1C=C(C=C(C1F)F)[Mg]Br